NC1CC(CN(C1)S(=O)(=O)NC(=O)C=1C(=NC(=CC1)C1=CC(=CC(=C1)OCC(C)C)F)N1C(C[C@@H](C1)C)(C)C)(F)F N-[(5-Amino-3,3-difluoro-1-piperidyl)sulfonyl]-6-(3-fluoro-5-isobutoxyphenyl)-2-[(4S)-2,2,4-trimethylpyrrolidin-1-yl]pyridin-3-carboxamid